C(C)(C)(C)OC(N(C1=NC=2C(=C3C(=NC2)N(C=C3)S(=O)(=O)C3=CC=C(C)C=C3)N1N1CCC(CC1)CNS(=O)(=O)CC#N)C(=O)OC(C)(C)C)=O tert-butyl(tert-butoxycarbonyl)(1-(4-(((cyanomethyl)sulfonylamino)methyl)piperidin-1-yl)-6-p-toluenesulfonyl-1,6-Dihydroimidazo[4,5-d]pyrrolo[2,3-b]pyridin-2-yl)carbamate